N-(5-cyano-6-methoxy-3-pyridyl)-1,2-dimethyl-5-[7-[(3R)-3-methyl-3,4-dihydro-1H-isoquinoline-2-carbonyl]-1,2,3,4-tetrahydroisoquinolin-6-yl]-N-phenyl-pyrrole-3-carboxamide C(#N)C=1C=C(C=NC1OC)N(C(=O)C1=C(N(C(=C1)C=1C=C2CCNCC2=CC1C(=O)N1CC2=CC=CC=C2C[C@H]1C)C)C)C1=CC=CC=C1